C(C)(C)C1=C(NC2=CC=C(C=C12)C1CCN(CC1)C([C@H](NC)C)=O)C=1C=C(C(N(C1)C)=O)C 5-(3-isopropyl-5-(1-(methyl-D-alanyl)piperidin-4-yl)-1H-indol-2-yl)-1,3-dimethylpyridin-2(1H)-one